benzyl (3-{(1S,3R)-3-[(tert-butylcarbamoyl)oxy]-cyclopentyl}-1H-pyrazol-5-yl)carbamate C(C)(C)(C)NC(=O)O[C@H]1C[C@H](CC1)C1=NNC(=C1)NC(OCC1=CC=CC=C1)=O